C1(=CC=CC=C1)C1=C(O[Al](OC2=C(C=CC=C2C2=CC=CC=C2)C2=CC=CC=C2)OC2=C(C=CC=C2C2=CC=CC=C2)C2=CC=CC=C2)C(=CC=C1)C1=CC=CC=C1 tris(2,6-diphenyl-phenoxy)aluminum